3-{[4-(4-cyanophenyl)-2,3-Dihydro-1H-pyrrolo[2,3-c]pyridin-1-yl]sulfonyl}benzonitrile C(#N)C1=CC=C(C=C1)C1=C2C(=CN=C1)N(CC2)S(=O)(=O)C=2C=C(C#N)C=CC2